N-(2-(1-Cyclopropyl-1H-pyrazol-4-yl)pyrimidin-4-yl)-5-isopropyl-8-((2R,3S)-2-methyl-3-((methylsulfonyl)methyl-yl)azetidin-1-yl)isoquinolin-3-amine C1(CC1)N1N=CC(=C1)C1=NC=CC(=N1)NC=1N=CC2=C(C=CC(=C2C1)C(C)C)N1[C@@H]([C@H](C1)CS(=O)(=O)C)C